(5-(6-methylpyridin-2-yl)-1H-imidazol-4-yl) quinoline-3-carboxylate N1=CC(=CC2=CC=CC=C12)C(=O)OC=1N=CNC1C1=NC(=CC=C1)C